C(CCC(CCCO)O)O 1,4,7-Heptantriol